CNC(=O)C1=NC(=NC(=C1)C)N1C[C@@H](CC1)COC1=C(C=CC=C1)C(F)(F)F |r| (±)-N,6-dimethyl-2-(3-((2-(trifluoromethyl)phenoxy)methyl)pyrrolidin-1-yl)pyrimidine-4-carboxamide